FC=1C=CC(=NC1)C=1C(=C2N(N1)[C@@H](CC2)C)C2=C1C(=NC=C2)NN=C1 4-[(6R)-2-(5-Fluoro-2-pyridyl)-6-methyl-5,6-dihydro-4H-pyrrolo[1,2-b]pyrazol-3-yl]-1H-pyrazolo[3,4-b]pyridine